NC1=NC=2N(C(=N1)N(CC1=CC=C(C=C1)OC)C1CC1)N=CC2C#N 2-Amino-4-(cyclopropyl(4-methoxybenzyl)amino)pyrazolo[1,5-a][1,3,5]triazine-8-carbonitrile